FC1CC(C1)NC(C)=O N-(3-fluorocyclobutyl)acetamide